C(C)OC1=NC2=CC(=CC=C2C(=C1C(=O)NCC1=CC=C(C=C1)F)OC)C(F)(F)F 2-ethoxy-N-[(4-fluorophenyl)-methyl]-4-methoxy-7-(trifluoromethyl)-quinoline-3-carboxylic acid amide